tert-butyl (R)-3-((6-chloro-5-cyclobutylpyridazin-3-yl)amino)piperidine-1-carboxylate ClC1=C(C=C(N=N1)N[C@H]1CN(CCC1)C(=O)OC(C)(C)C)C1CCC1